ClC1=C(C(=CC=C1)Cl)N1CC(C1)C1=CC(=C(CN2C(CC(CC2)C(=O)O)C)C(=C1)C)C 1-(4-(1-(2,6-dichlorophenyl)azetidin-3-yl)-2,6-dimethylbenzyl)-2-methylpiperidine-4-carboxylic acid